ClC1=C(C=CC(=C1)Cl)C1=CC=CC=2N1C=C(N2)CC=2NC=1C(=NC(=CC1)F)N2 5-(2,4-dichlorophenyl)-2-({5-fluoro-1H-imidazo[4,5-b]pyridin-2-yl}methyl)imidazo[1,2-a]pyridine